5-[[(2S,3R,4S,5S)-3-(3,4-Difluoro-2-methoxy-phenyl)-4,5-dimethyl-5-(trifluoromethyl)tetrahydrofuran-2-carbonyl]amino]pyridin-3-carboxamid FC=1C(=C(C=CC1F)[C@@H]1[C@H](O[C@@]([C@H]1C)(C(F)(F)F)C)C(=O)NC=1C=C(C=NC1)C(=O)N)OC